1-benzyl-3-(1-hydroxyethyl)piperazine C(C1=CC=CC=C1)N1CC(NCC1)C(C)O